(S)-3-(1-(6-((1-(2-methoxyethyl)-1H-pyrazol-4-yl)amino)pyridin-3-yl)pyrrolidin-3-yl)-4-methyl-N-(3-(trifluoromethyl)phenyl)benzamide COCCN1N=CC(=C1)NC1=CC=C(C=N1)N1C[C@@H](CC1)C=1C=C(C(=O)NC2=CC(=CC=C2)C(F)(F)F)C=CC1C